BrC1=CC(=C(C(=C1)F)N1C(N(CC1)C)=O)Cl 1-(4-bromo-2-chloro-6-fluorophenyl)-3-methylimidazolidin-2-one